C(C)(C)(C)N(C(O)=O)[C@@H](C(=O)N[C@@H](CCCC1=CC=C(C=C1)F)B1OC(C(O1)(C)C)(C)C)COC.C(=C)(C)C1=CC(=CC=C1)C(=C)C 1,3-diisopropenyl-benzene tert-butyl-((R)-1-(((R)-4-(4-fluorophenyl)-1-(4,4,5,5-tetramethyl-1,3,2-dioxaborolan-2-yl)butyl)amino)-3-methoxy-1-oxopropan-2-yl)carbamate